Cbz-trans-aminocyclohexanol C(=O)(OCC1=CC=CC=C1)[C@H]1[C@@](CCCC1)(O)N